but-3-ynyl N-[6-[[(Z)-[(1-methyltetrazol-5-yl)-phenyl-methylene]amino]oxymethyl]-2-pyridyl]carbamate CN1N=NN=C1\C(\C1=CC=CC=C1)=N/OCC1=CC=CC(=N1)NC(OCCC#C)=O